C(#N)C[C@@]1(C(=C([C@@H](C=C1)C1=CN(C2=CC=CC=C12)C(=O)[O-])CC)I)CC 3-((1S,4S)-4-(cyanomethyl)-2,4-diethyl-3-iodocyclohexa-2,5-dien-1-yl)-1H-indole-1-carboxylate